tert-butyl (1-((4-((4-(2-(2,6-dioxopiperidin-3-yl)-1-oxoisoindolin-5-yl)-4-hydroxypiperidin-1-yl)methyl)phenethyl)sulfonyl)piperidin-4-yl)carbamate O=C1NC(CCC1N1C(C2=CC=C(C=C2C1)C1(CCN(CC1)CC1=CC=C(CCS(=O)(=O)N2CCC(CC2)NC(OC(C)(C)C)=O)C=C1)O)=O)=O